butyl 2-(4-amino-6-fluoro-8-methoxy-9H-pyrimido[4,5-b]indol-9-yl)acetate NC1=NC=NC=2N(C3=C(C=C(C=C3C21)F)OC)CC(=O)OCCCC